C(C=CCCCCC)OCCCC(C)=O 5-Oct-2-enyloxy-pentan-2-one